6-(4-Fluoro-4-phenylpiperidin-1-yl)quinoline-4-carboxylic acid Methyl-6-(4-fluoro-4-phenylpiperidin-1-yl)quinoline-4-carboxylate COC(=O)C1=CC=NC2=CC=C(C=C12)N1CCC(CC1)(C1=CC=CC=C1)F.FC1(CCN(CC1)C=1C=C2C(=CC=NC2=CC1)C(=O)O)C1=CC=CC=C1